C1(CC1)C[C@@H](C(=O)OCC=C)NC(C[C@H]1N(C(CC1)=S)CC1=C(C(=CC=C1)F)F)=O Allyl (S)-3-cyclopropyl-2-(2-((S)-1-(2,3-difluorobenzyl)-5-thioxopyrrolidin-2-yl)acetamido)propanoate